ClC1=CC=C(C(=N1)C1=NC=CC=C1)N[C@H](C)C1=CC(=CC=2N=C3OC[C@@H]4COCCN4C3=NC12)F 6-chloro-N-[(1R)-1-[(7S)-14-fluoro-5,9-dioxa-2,11,18-triazatetracyclo[8.8.0.02,7.012,17]octadeca-1(18),10,12(17),13,15-pentaen-16-yl]ethyl]-2-(2-pyridyl)pyridin-3-amine